C(#N)C=1C=CC(=NC1)C1=NN(C(=C1)C(=O)O)C (5-cyanopyridin-2-yl)-1-methyl-1H-pyrazole-5-carboxylic acid